C(C=C)(=O)NC=1C=CC(=NC1)NC=1C2=C(NN1)C(N(C2)C(=O)N[C@H](CN(C)C)C2CCOCC2)(C)C (S)-3-((5-acrylamidopyridin-2-yl)amino)-N-(2-(dimethylamino)-1-(tetrahydro-2H-pyran-4-yl)ethyl)-6,6-dimethyl-4,6-dihydropyrrolo[3,4-c]pyrazole-5(1H)-carboxamide